2-((4-(allyloxy)phenyl)carbamothioyl)hydrazine-1-carboxamide C(C=C)OC1=CC=C(C=C1)NC(=S)NNC(=O)N